1-(4-(diphenyl-amino)phenyl)ethylene C1(=CC=CC=C1)N(C1=CC=C(C=C1)C=C)C1=CC=CC=C1